2-methyl-2-(4-methylpyridin-2-yl)propionitrile CC(C#N)(C)C1=NC=CC(=C1)C